COC=1C=C(C=CC1OC)C1=CC=C2C(C(COC2=C1)(C)C)NC(O[C@@H]1CN2CCC1CC2)=O (S)-quinuclidin-3-yl (7-(3,4-dimethoxyphenyl)-3,3-dimethylchroman-4-yl)carbamate